6'-phenyl-[1,1':2',1''-terphenyl]-3-carbonitrile C1(=CC=CC=C1)C=1C=CC=C(C1C1=CC(=CC=C1)C#N)C1=CC=CC=C1